C(C=C)(=O)N1CCC(CC1)C#CC1=C(C2=C(N=CN=C2N)N1C1C(N(CC1)C)=O)C1=CC=C(C=C1)OC1=CC=CC=C1 3-(6-((1-acryloylpiperidin-4-yl)ethynyl)-4-amino-5-(4-phenoxyphenyl)-7H-pyrrolo[2,3-d]pyrimidin-7-yl)-1-methylpyrrolidin-2-one